2-methyl-4-((pyridin-2-ylmethoxy)methyl)benzoic acid CC1=C(C(=O)O)C=CC(=C1)COCC1=NC=CC=C1